androstene-4-ene-3,17-dione C[C@@]12C(C=C[C@H]1[C@@H]1CCC3=CC(CC[C@]3(C)[C@H]1CC2)=O)=O